COC=1C=C(/C=C/C2=CC=3OC=4C=C5C(=C(C4C(C3C(=C2OC)CC=C(C)C)=O)O)C=CC(O5)(C)C)C=CC1OC (E)-9-(3,4-Dimethoxystyryl)-5-hydroxy-8-methoxy-2,2-dimethyl-7-(3-methylbut-2-en-1-yl)-2H,6H-pyrano[3,2-b]xanthen-6-one